(R)-1-(3-((6-((1-(tert-butyl)-1H-pyrazol-4-yl)amino)-3-chloro-1H-pyrazolo[3,4-d]pyrimidin-4-yl)thio)piperidin-1-yl)prop-2-en-1-one C(C)(C)(C)N1N=CC(=C1)NC1=NC(=C2C(=N1)NN=C2Cl)S[C@H]2CN(CCC2)C(C=C)=O